C1[C@@H](NC2=C(N1)N=C(NC2=O)N)CNC3=CC=C(C=C3)C(=O)[O-] The molecule is a pteroate that is the conjugate base of (6S)-5,6,7,8-tetrahydropteroic acid, obtained by deprotonation of the carboxy group; major species at pH 7.3. It is a conjugate base of a (6S)-5,6,7,8-tetrahydropteroic acid.